4-((4-aminophenyl)thio)-2-phenylbenzenamine NC1=CC=C(C=C1)SC1=CC(=C(C=C1)N)C1=CC=CC=C1